C(#N)N1CC(CC1)C(=O)NC1=NC=C(C=C1)C1=C(C=CC=C1)C cyano-N-(5-(o-tolyl)pyridin-2-yl)pyrrolidine-3-carboxamide